N,N-dimethylhexylamine CN(C)CCCCCC